N-[(3S)-9-fluoro-2-oxo-5-phenyl-1,3-dihydro-1,4-benzodiazepin-3-yl]-6-methyl-2-(5-methylpyridin-4-yl)imidazo[1,2-b]pyridazine-3-carboxamide FC1=CC=CC=2C(=N[C@@H](C(NC21)=O)NC(=O)C2=C(N=C1N2N=C(C=C1)C)C1=CC=NC=C1C)C1=CC=CC=C1